3-((4-(5-(difluoromethyl)-1,3,4-oxadiazol-2-yl)-2-fluorobenzyl)(phenyl)amino)-4-((1S,4S)-5-(oxetan-3-yl)-2,5-diazabicyclo[2.2.1]hept-2-yl)cyclobut-3-ene-1,2-dione FC(C1=NN=C(O1)C1=CC(=C(CN(C=2C(C(C2N2[C@@H]3CN([C@H](C2)C3)C3COC3)=O)=O)C3=CC=CC=C3)C=C1)F)F